(S)-1-ethyl-7-(piperidin-3-ylamino)-2,6-naphthyridine-3-carbonitrile C(C)C1=NC(=CC2=CN=C(C=C12)N[C@@H]1CNCCC1)C#N